NC(C1CCN(CC1)C(=O)OC(C)(C)C)C1=C(C=C(C(=C1)Cl)Cl)OC tert-butyl 4-[amino(4,5-dichloro-2-methoxyphenyl)methyl]piperidine-1-carboxylate